C(#C)C(=C(C#C)C#C)[SiH3] triethynylvinylsilane